1-cyclohexyl-5-methylbarbiturate C1(CCCCC1)N1C(=O)NC(=O)C(C1=O)C